Pentadec-1,14-dien-8-one C=CCCCCCC(CCCCCC=C)=O